The molecule is a chromenol that is 2-(4-hydroxyphenyl)-4H-1-benzopyran carrying four additional hydroxy substituents at positions 3, 4, 5 and 7. It is a chromenol, an enol, a polyphenol and a secondary allylic alcohol. It is a conjugate acid of a (4S)-2,3-dehydroleucopelargonidin(1-). C1=CC(=CC=C1C2=C([C@H](C3=C(C=C(C=C3O2)O)O)O)O)O